OC(C)(C)C1=CC=C(C#N)C=C1 4-(2-hydroxy-propan-2-yl)benzonitrile